2-(hydroxy-5-tert-butylphenyl)-2H-benzotriazole OC1=C(C=C(C=C1)C(C)(C)C)N1N=C2C(=N1)C=CC=C2